tris(pyrazolyl)boron N1N=C(C=C1)B(C1=NNC=C1)C1=NNC=C1